N8-[(3-aminophenyl)methyl]-N6-(1-ethylpropyl)-3-isopropyl-[1,2,4]triazolo[4,3-b]pyridazine-6,8-diamine NC=1C=C(C=CC1)CNC=1C=2N(N=C(C1)NC(CC)CC)C(=NN2)C(C)C